6-acetyl-8-cyclopentyl-2-(5-dimethylamino-pyridin-2-ylamino)-5-methyl-8H-pyrido[2,3-d]Pyrimidin-7-one C(C)(=O)C1=C(C2=C(N=C(N=C2)NC2=NC=C(C=C2)N(C)C)N(C1=O)C1CCCC1)C